1-(4-(Chloromethyl)pyridazin-3-yl)dihydropyrimidine-2,4(1H,3H)-dione ClCC1=C(N=NC=C1)N1C(NC(CC1)=O)=O